NC1=CC=C(OC=2C(=C(C(=O)NC)C=CC2)C)C=C1 3-(4-Aminophenoxy)-N,2-dimethylbenzamide